[Si](C)(C)(C(C)(C)C)OCCN1N=C(N=C1)[N+](=O)[O-] 1-(2-((tert-butyldimethylsilyl)oxy)ethyl)-3-nitro-1H-1,2,4-triazole